FC1=CC(=C(CSC2=NN=C3N2C(=CC(N3)=O)CCC)C=C1)C 3-[(4-fluoro-2-methylbenzyl)sulfanyl]-5-propyl[1,2,4]triazolo[4,3-a]pyrimidin-7(8H)-one